C(CC=C)N1C(CCC1O)=O 1-(but-3-en-1-yl)-5-hydroxypyrrolidin-2-one